1-(2,2-difluorocyclopropyl)-4-nitrobenzene FC1(C(C1)C1=CC=C(C=C1)[N+](=O)[O-])F